(R)-2-bromo-3-methylbutanamide Br[C@@H](C(=O)N)C(C)C